3-amino-1-(3-((1-hydroxycyclohexyl)methoxy)phenyl)propan-1-one NCCC(=O)C1=CC(=CC=C1)OCC1(CCCCC1)O